[C@H]12N(CCC(CC1)C2)C(=O)OCC2=CC=CC=C2 (S)-benzyl 2-azabicyclo[3.2.1]octane-2-carboxylate